S1C(=CC=C1)N1C(NC(CC1=O)=O)=O 2-thienyl-2,4,6(1H,3H,5H)-pyrimidinetrione